methyl-(S)-3-(2-(7-ethoxy-2-formyl-6-methoxy-1,2,3,4-tetrahydroisoquinolin-1-yl)ethyl)-1H-indole-5-carboxylate COC(=O)C=1C=C2C(=CNC2=CC1)CC[C@@H]1N(CCC2=CC(=C(C=C12)OCC)OC)C=O